Cl.ClC1=C(N=C2SC(=NN21)N(C2CC(NC(C2)(C)C)(C)C)C)C2=C(C=C(C=C2)C=2C=NNC2)O 2-{5-Chloro-2-[methyl(2,2,6,6-tetramethylpiperidin-4-yl)amino]imidazo[2,1-b][1,3,4]thiadiazol-6-yl}-5-(1H-pyrazol-4-yl)phenol Hydrochlorid